1-(4-methoxynaphthalene-1-yl)-2-(2-methylphenyl)ethane COC1=CC=C(C2=CC=CC=C12)CCC1=C(C=CC=C1)C